methyl 6-(1-(4-methoxybenzyl)-1H-1,2,3-triazol-4-yl)pyridazine-3-carboxylate COC1=CC=C(CN2N=NC(=C2)C2=CC=C(N=N2)C(=O)OC)C=C1